(S)-2-(6-chloro-1,2,3,4-tetrahydroisoquinolin-8-yl)pyrrolidin ClC=1C=C2CCNCC2=C(C1)[C@H]1NCCC1